Bis(hydroxymethyl)-tricyclo[5.2.1.02,6]decan OCC12C3(CCC(C2CCC1)C3)CO